2-(1-(2-hydroxypropyl)-1H-pyrazol-4-yl)oxazole-4-carboxamide OC(CN1N=CC(=C1)C=1OC=C(N1)C(=O)N)C